COC(C)(C)CC tertamyl methyl ether